C1=C(C=C(C2=C1C(=O)C(=O)C(=C2O)C3=C(C=C(C4=C3C(=O)C(=O)C=C4O)O)O)O)O The molecule is a ring assembly compound consisting of two flaviolin units joined by a 3,8'-linkage. It derives from a flaviolin. It is a conjugate acid of a 3,8'-biflaviolin 2,2'-diolate.